COC(C1=C(C(=C(C=C1)F)N)F)=O 3-amino-2,4-difluorobenzoic acid methyl ester